5-bromo-1,2-dimethyl-benzimidazole BrC1=CC2=C(N(C(=N2)C)C)C=C1